NC1=NC=CC(=N1)C=1C2=C(C(=NC1)NCC=1C(=C(C(=O)NCCCOC)C=CC1)F)CCO2 3-(((7-(2-Aminopyrimidin-4-yl)-2,3-dihydrofuro[3,2-c]pyridin-4-yl)amino)methyl)-2-fluoro-N-(3-methoxypropyl)benzamide